N-[5-(1H-benzimidazol-2-yl)-1-[(4-methoxyphenyl)methyl]pyrazol-3-yl]-6-[(2S)-2-(hydroxymethyl)pyrrolidin-1-yl]pyridine-3-carboxamide N1C(=NC2=C1C=CC=C2)C2=CC(=NN2CC2=CC=C(C=C2)OC)NC(=O)C=2C=NC(=CC2)N2[C@@H](CCC2)CO